CC1C(C1C1=NC=CC=C1)C(=O)O 2-methyl-3-(pyridin-2-yl)cyclopropane-1-carboxylic acid